ClC1=C(C=C(C=C1)[C@H](CN[C@@H]([C@H]1CNC2=C(N1)N=CC=C2)C2=CC=CC=C2)C)CC(=O)O |o1:7| 2-(2-chloro-5-((R or S)-1-(((R)-phenyl((R)-1,2,3,4-tetrahydropyrido[2,3-b]pyrazin-3-yl)methyl)amino)propan-2-yl)phenyl)acetic acid